(S)-3-(6-(3-Benzyl-4-methylpiperazin-1-yl)-1-methyl-1H-pyrazolo[3,4-d]pyrimidin-3-yl)-2,6-difluoro-5-(trifluoromethyl)phenol C(C1=CC=CC=C1)[C@H]1CN(CCN1C)C1=NC=C2C(=N1)N(N=C2C=2C(=C(C(=C(C2)C(F)(F)F)F)O)F)C